((2-((5-bromo-2-((2-methoxy-5-methyl-4-(4-(4-methylpiperazin-1-yl)piperidin-1-yl)phenyl)amino)pyrimidin-4-yl)amino)phenyl)imino)dimethyl-λ6-sulfanone BrC=1C(=NC(=NC1)NC1=C(C=C(C(=C1)C)N1CCC(CC1)N1CCN(CC1)C)OC)NC1=C(C=CC=C1)N=S(=O)(C)C